ethyl[(2-Chloro-acetyl)-(2,2,2-trifluoro-ethyl)-amino]-acetate C(C)OC(CN(CC(F)(F)F)C(CCl)=O)=O